1-(4-fluorophenyl)-6-methyl-indazol FC1=CC=C(C=C1)N1N=CC2=CC=C(C=C12)C